3-(5-((4,5-dichloro-3',6'-dihydro-[3,4'-bipyridyl]-1'(2'H)-yl)methyl)-1-oxoisoindolin-2-yl)piperidine-2,6-dione ClC1=C(C=NC=C1Cl)C=1CCN(CC1)CC=1C=C2CN(C(C2=CC1)=O)C1C(NC(CC1)=O)=O